N-Acetyl-DL-glutamic acid CC(=O)NC(CCC(=O)O)C(=O)O